N-((1-(4-(pentafluoro-λ6-sulfanyl)phenyl)-1H-indazol-3-yl)methyl)acrylamide FS(C1=CC=C(C=C1)N1N=C(C2=CC=CC=C12)CNC(C=C)=O)(F)(F)(F)F